7-methyl-2-(6-oxo-1,6-dihydropyrimidin-2-yl)-N-(3,4,5-trifluorophenyl)-2,3,3a,4,10,10a-hexahydro-1H,7H-dipyrrolo[3,4-b:3',4'-f][1,4,5]oxathiazocine-8-carboxamide 5,5-dioxide CN1C(=C2OCC3C(NS(C2=C1)(=O)=O)CN(C3)C=3NC(C=CN3)=O)C(=O)NC3=CC(=C(C(=C3)F)F)F